(2R)-3-[[6-cyano-5-(trifluoromethyl)pyridin-3-yl]amino]-2-hydroxy-2-methyl-3-oxopropanoic acid butyl ester C(CCC)OC([C@](C(=O)NC=1C=NC(=C(C1)C(F)(F)F)C#N)(C)O)=O